BrC1=CC2=C(N=C(N=C2)NC2=NC(=C(C=C2)N2CCNCC2)C)N(C1=O)C1CCCC1 6-Bromo-8-cyclopentyl-2-(6-methyl-5-piperazin-1-yl-pyridin-2-ylamino)-8H-pyrido[2,3-d]pyrimidin-7-one